CC(C)(C)[Al](C)C(C)(C)C bis(1,1-dimethylethyl)methylaluminum